C(C)C1=C2C(=CC(=CC2=CC=C1F)O)C1=C(C=2N=C(N=C(C2C=N1)N([C@H]1CNCC1)C)OC[C@]12CCCN2C[C@@H](C1)F)F 5-ethyl-6-fluoro-4-(8-fluoro-2-(((2R,7aS)-2-fluorotetrahydro-1H-pyrrolizin-7a(5H)-yl)methoxy)-4-(methyl((R)-pyrrolidin-3-yl)amino)pyrido[4,3-d]pyrimidin-7-yl)naphthalen-2-ol